F[C@H]1CN(C[C@@H]1NC1=NC(=CC=C1)C1=CN=C2N1C=CC(=C2)O[C@H](C(F)(F)F)C)C(=O)OC(C)(C)C (3S,4S)-tert-butyl 3-fluoro-4-((6-(7-(((S)-1,1,1-trifluoropropan-2-yl)oxy)imidazo[1,2-a]pyridin-3-yl)pyridin-2-yl)amino)pyrrolidine-1-carboxylate